FC(COC(C(=C)C)=O)(C(F)F)F 2,2,3,3-tetrafluoropropyl-methacrylate